O[C@H]1[C@@H]([C@@H]2[C@@H](OC[C@H](CC2)CSCC(=O)OCC)C1)\C=C\[C@H](COC1=CC=CC=C1)O Ethyl [({(3S,5aR,6R,7R,8aS)-7-hydroxy-6-[(E,3R)-3-hydroxy-4-phenoxy-1-buten-1-yl]octahydro-2H-cyclopenta[b]oxepin-3-yl}methyl)thio]acetate